4-(2-(7-nitrobenzo[c][1,2,5]oxadiazol-4-ylamino)ethyl)benzenesulfonamide [N+](=O)([O-])C1=CC=C(C=2C1=NON2)NCCC2=CC=C(C=C2)S(=O)(=O)N